[Cl-].[Cl-].CC1(C(=C(C(=C1CCC)C)C)C)[Zr+2]C1C(=CC2=C(C=C(C=C12)C)C)C (1,2,3,4-tetramethyl-5-n-propylcyclopentadienyl)(2,4,6-trimethylindenyl)zirconium dichloride